N-(2-(Dimethoxymethyl)benzyl)-3-methyl-N-(2-oxo-2-((2'-oxo-1,1',2',3-tetrahydrospiro[indene-2,3'-pyrrolo[2,3-b]pyridin]-5-yl)amino)ethyl)oxetane-3-carboxamide COC(C1=C(CN(C(=O)C2(COC2)C)CC(NC=2C=C3CC4(C(NC5=NC=CC=C54)=O)CC3=CC2)=O)C=CC=C1)OC